CC=1C=C(CC=2C3=CC=CC=C3C(=C3C=CC=CC23)C2=CC(=C(C=C2)O)C)C=CC1O 9-(3-methyl-4-hydroxybenzyl)-10-(3-methyl-4-hydroxyphenyl)anthracene